FC(C(=O)O)(F)F.C[C@]1(NCCC1)C(=O)NC1=CC(=C(C=C1)C)C(N[C@H](C)C1=CC=CC2=CC=CC=C12)=O (R)-2-methyl-N-(4-methyl-3-(((R)-1-(naphthalen-1-yl)ethyl)carbamoyl)phenyl)pyrrolidine-2-carboxamide 2,2,2-trifluoroacetate